C(C)N1C=NC2=C1C=C(C(=C2)C#CC2=NN(C(=C2C(=O)N)NC)[C@@H]2CN(CC2)C(C=C)=O)F 3-[2-(1-Ethyl-6-fluoro-1,3-benzodiazol-5-yl)ethynyl]-5-(methylamino)-1-[(3S)-1-(prop-2-enoyl)pyrrolidin-3-yl]pyrazole-4-carboxamide